4'-chloro-4-methoxy-4-methyl-3,4,5,6-tetrahydro-[1,1'-biphenyl] ClC1=CC=C(C=C1)C1=CCC(CC1)(C)OC